6-[3-[2-[2-[2-[2-[2-[2-[2-[2-(tert-butoxycarbonylamino)ethoxy]ethoxy]ethoxy]ethoxy]ethoxy]ethoxy]ethoxy]ethylcarbamoyl]phenoxy]pyridine-3-carboxylate C(C)(C)(C)OC(=O)NCCOCCOCCOCCOCCOCCOCCOCCNC(=O)C=1C=C(OC2=CC=C(C=N2)C(=O)[O-])C=CC1